7-Chloro-3-(1-methylethyl)-chinolin ClC1=CC=C2C=C(C=NC2=C1)C(C)C